1-((S)-1-phenylethyl)-1H-1,2,3-triazole C1(=CC=CC=C1)[C@H](C)N1N=NC=C1